CN(C)CC=1N=C(OC1)N(CC1=CC(=CC=C1)N1CCN(CC1)C)CC1=CC(=CC=C1)OC 4-((dimethylamino)methyl)-N-(3-methoxybenzyl)-N-(3-(4-methylpiperazin-1-yl)benzyl)oxazol-2-amine